α-mannosylglyceramide C([C@@H]1[C@H]([C@@H]([C@@H]([C@H](O1)C(CO)(C(=O)N)O)O)O)O)O